(S)-N-(2-(methylamino)-1-phenylethyl)-3-(pyridin-4-yl)-1-trityl-1,7-dihydroimidazo[4,5-f]indazole-6-carboxamide CNC[C@H](C1=CC=CC=C1)NC(=O)C=1NC2=C(C=C3C(=NN(C3=C2)C(C2=CC=CC=C2)(C2=CC=CC=C2)C2=CC=CC=C2)C2=CC=NC=C2)N1